[Au]Cl.C1(CCCCC1)P(C1=C(C=CC=C1)C1=C(C=C(C=C1C(C)C)C(C)C)C(C)C)C1CCCCC1 2-dicyclohexylphosphino-2',4',6'-triisopropylbiphenyl gold (I) chloride